1-methyl-5-(pyrrolidin-1-ylmethyl)-1H-indole-2-carboxylic Acid CN1C(=CC2=CC(=CC=C12)CN1CCCC1)C(=O)O